(S,E)-4-(4-cyanophenoxy)-2-cyclopentyl-N-(4-(methylsulfonyl)but-3-en-2-yl)pyrimidine-5-carboxamide C(#N)C1=CC=C(OC2=NC(=NC=C2C(=O)N[C@@H](C)\C=C\S(=O)(=O)C)C2CCCC2)C=C1